4-(1-methyl-1H-pyrazole-yl)-N-((3S,4S)-4-(3,4-difluorophenyl)piperidin-3-yl)-2-fluorobenzamide CN1N=C(C=C1)C1=CC(=C(C(=O)N[C@@H]2CNCC[C@H]2C2=CC(=C(C=C2)F)F)C=C1)F